C(C)N1CCC(CC1)CC1CCN(CC1)CC 1-ethyl-4-[(1-ethyl-4-piperidyl)methyl]piperidine